NC=1NC(C2=C(N1)NC=C2C#N)=O 2-amino-4-oxo-4,7-dihydro-3H-pyrrolo[2,3-d]pyrimidine-5-carbonitrile